3-(6-(cyclobutylcarbamoyl)imidazo[1,2-a]pyridin-2-yl)benzoic acid C1(CCC1)NC(=O)C=1C=CC=2N(C1)C=C(N2)C=2C=C(C(=O)O)C=CC2